6-(2,4-dichlorophenyl)-1-(3,4,5-trimethoxyphenyl)-1H-benzo[d][1,2,3]triazole ClC1=C(C=CC(=C1)Cl)C=1C=CC2=C(N(N=N2)C2=CC(=C(C(=C2)OC)OC)OC)C1